7-(trifluoromethyl)-4,5,6,7-tetrahydropyrazolo[1,5-a]pyrimidine-3-carboxylic acid FC(C1CCNC=2N1N=CC2C(=O)O)(F)F